N1C(=NC2=C1C=CC=C2)CCNC(=O)[C@]2([C@@H](CC[C@H](C2)C)C(C)C)O (1s,2s,5r)-N-(2-(1H-benzo[d]imidazol-2-yl)ethyl)-1-hydroxy-2-isopropyl-5-methylcyclohexane-1-carboxamide